O[C@H](COC=1C=NC(=NC1)N1C[C@H](N([C@H](C1)C)C(=O)OC1CC2(CN(C2)CC2=CC=CC=C2)C1)C)CC 2-benzyl-2-azaspiro[3.3]heptan-6-yl (2R,6S)-4-{5-[(2S)-2-hydroxybutoxy]pyrimidin-2-yl}-2,6-dimethyl-piperazine-1-carboxylate